C(C)(C)(C)OC(=O)NCCCC[C@@H](C(NC1=CC=C(C=C1)CO)=O)NC(=O)[C@H](C(C)C)NC(OCC1=CC=CC=C1)=O Benzyl N-[(1S)-1-{[(1S)-5-{[(tert-butoxy)carbonyl]amino}-1-{[4-(hydroxymethyl)phenyl]carbamoyl}pentyl]carbamoyl}-2-methylpropyl]carbamate